FC1=C2C(=NC=C1)NC(=C2)C(=O)NC2C1(CCC(C2)C1(C)C)C 4-fluoro-N-(1,7,7-trimethylnorbornan-2-yl)-1H-pyrrolo[2,3-b]pyridine-2-carboxamide